NC1=C(SC2=NC(=CN=C21)C)C(=O)N[C@@H]2CC=1C=CC(=NC1CC2)N2C[C@]([C@H](C2)N)(C)OC 7-amino-N-[(6S)-2-[(3S,4S)-4-amino-3-methoxy-3-methylpyrrolidin-1-yl]-5,6,7,8-tetrahydroquinolin-6-yl]-3-methylthieno[2,3-b]pyrazine-6-carboxamide